9-(2-pyridyl)-2-ethyl-acridine N1=C(C=CC=C1)C=1C2=CC=CC=C2N=C2C=CC(=CC12)CC